(methyl)acrylic acid (methyl)acrylate COC(C=C)=O.CC(C(=O)O)=C